Pyrimidin-2-yl-[(3R,3'R)-3'-hydroxy-1,4-dihydro-1'H,2H-spiro[isoquinoline-3,4'-piperidine]-1'-yl]Ketone N1=C(N=CC=C1)C(=O)N1C[C@H]([C@@]2(CC1)NCC1=CC=CC=C1C2)O